FC(C1=CC=C(C=C1)NC1=C(C=CC=C1)C1=CC(=NC=C1)NCCC(=O)N)(F)F 3-((4-(2-((4-(trifluoromethyl)phenyl)amino)phenyl)pyridin-2-yl)amino)propanamide